C(C)C=1C=NC2=CC=C(C=C2N1)C(C)O 1-(3-ethylquinoxalin-6-yl)ethan-1-ol